(3S)-N-[3-[2-(isopropylamino)-6-(morpholin-4-yl)pyridin-4-yl]-4-methylphenyl]-3-(2,2,2-trifluoroethyl)pyrrolidine-1-carboxamide C(C)(C)NC1=NC(=CC(=C1)C=1C=C(C=CC1C)NC(=O)N1C[C@@H](CC1)CC(F)(F)F)N1CCOCC1